3-methyl-8-hydroxy-7-(4-methylsulfonyl-phenyl)-isoquinoline-5-formaldehyde CC=1N=CC=2C(=C(C=C(C2C1)C=O)C1=CC=C(C=C1)S(=O)(=O)C)O